The molecule is a lipoyl-AMP in which the lipoyl moiety has (R)-configuration. It derives from a (R)-lipoic acid. It is a conjugate acid of a (R)-lipoyl-AMP(1-). C1CSS[C@@H]1CCCCC(=O)OP(=O)(O)OC[C@@H]2[C@H]([C@H]([C@@H](O2)N3C=NC4=C(N=CN=C43)N)O)O